C1=CC=CC=2C3=CC=CC(=C3CC12)N Fluorene-8-amine